BrC1=CC=C2C=NC=3N(C2=C1)C=NN3 8-bromo-[1,2,4]triazolo[4,3-a]quinazolin